2-(2-methoxy-4-{6-oxo-2H,4H,5H,6H,7H-pyrazolo[3,4-b]pyridin-4-yl}phenoxy)benzonitrile COC1=C(OC2=C(C#N)C=CC=C2)C=CC(=C1)C1C=2C(NC(C1)=O)=NNC2